2-[2-(2-ethylsulfanylethylsulfanyl)-ethyl]pyrazine C(C)SCCSCCC1=NC=CN=C1